L-4-phenylbutyrate C1(=CC=CC=C1)CCCC(=O)[O-]